2-(((1R)-1-(2-cyano-3-(5,5-difluoro-2-azabicyclo[2.2.2]octan-2-yl)-7-methylquinoxalin-5-yl)ethyl)amino)-benzoic acid C(#N)C1=NC2=CC(=CC(=C2N=C1N1C2CC(C(C1)CC2)(F)F)[C@@H](C)NC2=C(C(=O)O)C=CC=C2)C